NC1=C(C(=O)NC2C(NC(CC2)=O)=O)C(=CC=C1)C 2-amino-N-(2,6-dioxopiperidin-3-yl)-6-methylbenzamide